Chloronaphtho[1',2':4,5]imidazo[1,2-a]pyridine-5,6-dione ClC1=CC=CC=2C(C(C3=C(N=C4N3C=CC=C4)C12)=O)=O